N1C(=CC2=CC=CC=C12)CCNC(=O)C1(CC2=CC=CC=C2C1)CC(=O)O 2-[2-[2-(1H-indol-2-yl)ethylcarbamoyl]indan-2-yl]acetic acid